COC1=CC=C(C=C1)N(C(C(=O)N)=C)C 2-((4-methoxyphenyl)(methyl)amino)acrylamide